C(C1=CC=CC=C1)OC=1C(=CC2=C(NC[C@H]3N(C2=O)C[C@H](C3)C(F)(F)F)C1)OC (2S,11aS)-8-(benzyloxy)-7-methoxy-2-(trifluoromethyl)-1,2,3,10,11,11a-hexahydro-5H-benzo[e]pyrrolo[1,2-a][1,4]diazepin-5-one